7-[2-methyl-4-(4,4,5,5-tetramethyl-1,3,2-dioxaborolan-2-yl)phenyl]-1H,5H,6H,7H,8H-pyrazolo[3,4-f][1,4]oxazepin CC1=C(C=CC(=C1)B1OC(C(O1)(C)C)(C)C)N1CCOC2=C(C1)NN=C2